ClC=1C=C(C(=NC1)OC)S(=O)(=O)NC=1C(=C(C(=CC1)F)C=1N=CC=2N(C1)C=NC2C(=O)NCC2CCOCC2)F 6-[3-(5-chloro-2-methoxypyridine-3-sulfonamido)-2,6-difluorophenyl]-N-(oxan-4-ylmethyl)imidazo[1,5-a]pyrazine-1-carboxamide